2-((4-(4-((6-isopropoxypyrazin-2-yl)amino)-3-methylisoxazol-5-yl)phenyl)carbamoyl)cyclohexane-1-carboxylic acid C(C)(C)OC1=CN=CC(=N1)NC=1C(=NOC1C1=CC=C(C=C1)NC(=O)C1C(CCCC1)C(=O)O)C